N'-(2,5-dimethyl-4-(3-((2-methylbenzyl)oxy)oxetan-3-yl)phenyl)-N-ethyl-N-methylformimidamide CC1=C(C=C(C(=C1)C1(COC1)OCC1=C(C=CC=C1)C)C)N=CN(C)CC